C(C)(C)(C)OC(=O)N[C@H](C(=O)O)CCC1=CC(=CC=C1)NC(=O)OC(C)(C)C (S)-2-((tert-Butoxycarbonyl)amino)-4-(3-((tert-butoxycarbonyl)amino)phenyl)butanoic acid